FC1(CCC(N(C1)C(C=O)C1=CN=C(S1)NC(OC(C)(C)C)=O)=O)F tert-butyl N-[5-[1-(5,5-difluoro-2-oxo-1-piperidinyl)-2-oxo-ethyl]thiazol-2-yl]carbamate